FC(OC1=CC=CC=2C(N([C@H]3C=4N([C@@H](C21)C3)C3=C(N4)C=CC(=C3)C#CC3(CNC3)F)C([2H])([2H])[2H])=O)F (7R,14R)-1-(difluoromethoxy)-11-((3-fluoroazetidin-3-yl)ethynyl)-6-(methyl-d3)-6,7-dihydro-7,14-methanobenzo[f]benzo[4,5]imidazo[1,2-a][1,4]diazocin-5(14H)-one